2-(6-chloro-3-pyridinyl)ethanol ClC1=CC=C(C=N1)CCO